trans-3-(benzyloxy)cyclobutyl 4-methylbenzenesulfonate CC1=CC=C(C=C1)S(=O)(=O)O[C@@H]1C[C@H](C1)OCC1=CC=CC=C1